ethyl 6-methoxy-4-[(2-methoxy-5-methylphenyl)amino]-3-quinolinecarboxylate COC=1C=C2C(=C(C=NC2=CC1)C(=O)OCC)NC1=C(C=CC(=C1)C)OC